copper-cadmium carbon [C].[Cd].[Cu]